2-methyl-6-methylideneoctan CC(C)CCCC(CC)=C